ClC1=CC=C(C(=N1)CC(CCCCCCCCCCCCCCC(=O)OC(CCCCCCCCCCCCCCC(C)CC1=NC(=CC=C1C1(C(NCC1)CC(F)(F)F)C(F)F)Cl)=O)C)C1(C(NCC1)CC(F)(F)F)C(F)F 6-chloro-3-(difluoromethyl)-2-[-]-(2,2,2-trifluoroethyl)pyrrolidin-3-yl-pyridineisostearic acid anhydride